C[C@@H]1NC2=CC=C(C=C2[C@@H]([C@H]1C)NC(OCC1=CC=CC=C1)=O)C(NC)=O |r| rac-benzyl ((2S,3S,4R)-2,3-dimethyl-6-(methylcarbamoyl)-1,2,3,4-tetrahydroquinolin-4-yl)carbamate